2-[tert-butyl(dimethyl)silyl]oxypropane-1-sulfonyl chloride [Si](C)(C)(C(C)(C)C)OC(CS(=O)(=O)Cl)C